(3aR,6R,6aR)-6-(3,5-dimethoxyphenyl)-2,2-dimethyl-tetrahydrocyclopenta[d][1,3]dioxol-4-one COC=1C=C(C=C(C1)OC)[C@H]1CC([C@H]2[C@@H]1OC(O2)(C)C)=O